β-hydroxybutyryl-CoA OC(CC(=O)SCCNC(CCNC([C@@H](C(COP(OP(OC[C@@H]1[C@H]([C@H]([C@@H](O1)N1C=NC=2C(N)=NC=NC12)O)OP(=O)(O)O)(=O)O)(=O)O)(C)C)O)=O)=O)C